ClC1=CC=C(C=C1)N1N=C(N=N1)C12CC(C1)(C2)N 3-[2-(4-chlorophenyl)tetrazol-5-yl]bicyclo[1.1.1]pentan-1-amine